C1(CC1)C(=O)N1CCC2(C(C(C2)C2N3C(C=4C=CC=CC24)=CN=C3)O)CC1 cyclopropyl-[3-hydroxy-2-(5H-imidazo[1,5-b]isoindol-5-yl)-7-azaspiro[3.5]nonan-7-yl]methanone